N-(2-fluoro-2-methylpropyl)-5-(2-(((1-methylpiperidin-4-yl)methyl)amino)-7H-pyrrolo[2,3-d]pyrimidin-5-yl)pyrazolo[1,5-a]pyridine-3-carboxamide FC(CNC(=O)C=1C=NN2C1C=C(C=C2)C2=CNC=1N=C(N=CC12)NCC1CCN(CC1)C)(C)C